C(C)(C)(C)OC(=O)N1CCN(CC1)C(COC1=C(C=CC=C1)CC=1NC(C2=C(N1)C(=NN2)C(C)C)=O)=O 4-{[2-(3-isopropyl-7-oxo-6,7-dihydro-1H-pyrazolo[4,3-d]pyrimidin-5-ylmeth-yl)-phenoxy]-acetyl}-piperazine-1-carboxylic acid tert-butyl ester